(6-chloro-1-(tetrahydro-2H-pyran-2-yl)-1H-pyrazolo[4,3-c]pyridin-3-yl)-3,6-diazabicyclo[3.1.1]heptane-6-carboxylic acid tert-butyl ester C(C)(C)(C)OC(=O)N1C2CNCC1(C2)C2=NN(C1=C2C=NC(=C1)Cl)C1OCCCC1